COC1=CC2=C(N(C([C@H]3N(C2=O)CC=C(C3)C3=CSC=C3)OC3OCCCC3)C(=O)OCC=C)C=C1O[Si](C(C)C)(C(C)C)C(C)C allyl (6aS)-2-methoxy-12-oxo-6-((tetrahydro-2H-pyran-2-yl)oxy)-8-(thiophen-3-yl)-3-((triisopropylsilyl)oxy)-6,6a,7,10-tetrahydrobenzo[e]pyrido[1,2-a][1,4]diazepine-5(12H)-carboxylate